4-[4-bromo-7-(4-fluoro-phenyl)-3-hydroxy-quinolin-2-yl]-4-oxo-butyric acid ethyl ester C(C)OC(CCC(=O)C1=NC2=CC(=CC=C2C(=C1O)Br)C1=CC=C(C=C1)F)=O